2-cyclohexyl-5-methylphenol C1(CCCCC1)C1=C(C=C(C=C1)C)O